4,4'-(1,2,4,5-Tetrazine-3,6-diyl)dipicolinic acid N1=NC(=NN=C1C1=CC(=NC=C1)C(=O)O)C1=CC(=NC=C1)C(=O)O